C1=CN=CC=2CCCC3N(C21)CC3 5,6,7,7a,8,9-hexahydroazeto[1,2-a]pyrido[3,4-f]azepine